indene, chloride salt [Cl-].C1C=CC2=CC=CC=C12